tert-butyl 4-(4-bromo-2-methoxyphenyl)-3,6-dihydropyridine-1(2H)-carboxylate BrC1=CC(=C(C=C1)C=1CCN(CC1)C(=O)OC(C)(C)C)OC